FC(C=1C=CC(=NC1)CN1C=NC(=C1)C(=O)O)(F)F 1-((5-(trifluoromethyl)pyridin-2-yl)methyl)-1H-imidazole-4-carboxylic acid